[Na+].C(CN(CC(=O)[O-])CC(=O)[O-])N(CC(=O)[O-])CC(=O)[O-].[Na+].[Na+].[Na+] ethylenediaminetetraacetate sodium salt